tert-butyl 3-(4-cyano-2-methyl-anilino)azetidine-1-carboxylate C(#N)C1=CC(=C(NC2CN(C2)C(=O)OC(C)(C)C)C=C1)C